(2R,3R)-2-((difluoromethoxy)methyl)-5-(2,4-bisFluorophenyl)-3-methyl-3,4-dihydro-2H-pyrano[2,3-b]Pyridine-7-carboxamide FC(OC[C@H]1[C@@H](CC=2C(=NC(=CC2C2=C(C=C(C=C2)F)F)C(=O)N)O1)C)F